N1N=C(C=C1)S(=O)(=O)N 1H-pyrazole-3-sulfonamide